Undecane-9-carboxylic acid 3-hydroxy-2,2-dimethylpropyl ester OCC(COC(=O)C(CCCCCCCC)CC)(C)C